tert-butyl 4-(1-((4-(N,N-dimethylsulfamoyl)phenyl)sulfonyl)-1H-pyrazol-3-yl)piperidine-1-carboxylate CN(S(=O)(=O)C1=CC=C(C=C1)S(=O)(=O)N1N=C(C=C1)C1CCN(CC1)C(=O)OC(C)(C)C)C